ClC1=CC(=C2C(=N1)C(=C(O2)C[C@H](C)NC(OC(C)(C)C)=O)C=O)NCC=2SC=CC2 tert-butyl N-[(2S)-1-{5-chloro-3-formyl-7-[(thiophen-2-ylmethyl)amino]furo[3,2-b]pyridin-2-yl}propan-2-yl]carbamate